alpha-hydroxyfuranacetic acid OC(C(=O)O)C=1OC=CC1